((2R,3S,4R,5R)-5-(4-aminopyrrolo[2,1-f][1,2,4]triazin-7-yl)-5-cyano-3,4-dihydroxytetrahydrofuran-2-yl)methyl 2-(1-aminocyclohexyl)acetate NC1(CCCCC1)CC(=O)OC[C@H]1O[C@@]([C@@H]([C@@H]1O)O)(C#N)C1=CC=C2C(=NC=NN21)N